(4-Methoxy-1H-indole-2-carbonyl)isoindoline-1-carboxylic acid COC1=C2C=C(NC2=CC=C1)C(=O)C1(NCC2=CC=CC=C12)C(=O)O